7-((3aS,4R,6aR)-6-(((tert-butyldiphenylsilyl)oxy)methyl)-6-(iodomethyl)-2,2-dimethyltetrahydro-3aH-cyclopenta[d][1,3]dioxol-4-yl)-4-chloro-7H-pyrrolo[2,3-d]pyrimidine [Si](C1=CC=CC=C1)(C1=CC=CC=C1)(C(C)(C)C)OCC1(C[C@H]([C@H]2[C@@H]1OC(O2)(C)C)N2C=CC1=C2N=CN=C1Cl)CI